FC1([C@@H]([C@@H](N(C1)C(C(C)C)=O)CC=1C(=C(C=CC1)C1=C(C(=CC=C1)F)F)F)NS(=O)(=O)C1CC1)F N-{(2S,3R)-4,4-difluoro-1-(2-methylpropanoyl)-2-[(2,2',3'-trifluoro[1,1'-biphenyl]-3-yl)methyl]pyrrolidin-3-yl}cyclopropanesulfonamide